3-[(3,7-dimethyl-2,6-dioxo-purin-1-yl)methyl]-N-methoxy-N-methylcyclobutanecarboxamide CN1C(N(C(C=2N(C=NC12)C)=O)CC1CC(C1)C(=O)N(C)OC)=O